(4-aminophenyl)(3-chlorophenyl)methanol NC1=CC=C(C=C1)C(O)C1=CC(=CC=C1)Cl